C(C)(C)(C)OC(=O)N[C@H](CCCOC1=NC(=CC(=C1)N(C(OC(C)(C)C)=O)C1=CC(=NN1C(C)(C)C)[C@@H]1C[C@@H](CC1)OC(=O)OC1=CC=C(C=C1)[N+](=O)[O-])F)C tert-butyl (2-(((S)-4-((tert-butoxycarbonyl)amino)pentyl)oxy)-6-fluoropyridin-4-yl)(1-(tert-butyl)-3-((1S,3R)-3-(((4-nitrophenoxy)carbonyl)oxy)cyclopentyl)-1H-pyrazol-5-yl)carbamate